NC=1SC(=C(N1)C=1C(=C(C=CC1)NS(=O)(=O)C1=C(C=CC=C1F)F)F)C1=NC(=NC=C1)SC N-(3-(2-amino-5-(2-(methylthio)pyrimidin-4-yl)thiazol-4-yl)-2-fluorophenyl)-2,6-difluorobenzenesulfonamide